NC([C@H]([C@@H](C)O)N1C(C2(C1)CN(CCC2)C([C@H]([C@@H](C)O)NC(OCC2=CC=CC=C2)=O)=O)=O)=O benzyl ((2S,3R)-1-(2-((2S,3R)-1-amino-3-hydroxy-1-oxobutan-2-yl)-1-oxo-2,6-diazaspiro[3.5]nonan-6-yl)-3-hydroxy-1-oxobutan-2-yl)carbamate